5-(benzhydrylamino)-1,3-dioxane-2-carboxylic acid lithium salt [Li+].C(C1=CC=CC=C1)(C1=CC=CC=C1)NC1COC(OC1)C(=O)[O-]